NC=1C(=NN(C1C(=O)OCC)C1=CC=C(C=C1)CN)C1CCCC1 ethyl 4-amino-1-(4-(aminomethyl)phenyl)-3-cyclopentyl-1H-pyrazole-5-carboxylate